FC=1C=C(C2=C(C=CCC(N2)=O)C1)F 7,9-difluoro-2,3-dihydro-1H-1-benzoazepin-2-one